C(C)(=O)N1[C@H]([C@H](CCC1)NS(=O)(=O)C)CO[C@@H]1CC[C@@H](CC1)C1=C(C=CC=C1)Cl N-(cis-1-acetyl-2-(((cis-4-(2-chlorophenyl)cyclohexyl)oxy)-methyl)piperidin-3-yl)methanesulfonamide